C(C(C)C)(=O)N1CCN(CC1)C(CCCC)=O (4-isobutyrylpiperazin-1-yl)pentan-1-one